C(CC)P([O-])(=O)CCC Dipropylphosphinate